propylene glycol mono-n-hexyl ether C(CCCCC)OCC(C)O